CN(C(C#CC(SC)=O)(C)C)C S-methyl 4-(dimethylamino)-4-methylpent-2-ynethioate